N1N=CC(=C1)C=1C2=C(C(=NC1)NCC=1C=C(C(=O)NCC3=CC=NC=C3)C=CC1)CCO2 3-(((7-(1H-pyrazol-4-yl)-2,3-dihydrofuro[3,2-c]pyridin-4-yl)amino)methyl)-N-(pyridin-4-ylmethyl)benzamide